2-methyl-5-[(pyridin-2-yl)methoxy]-N-[trans-4-(trifluoromethyl)pyrrolidin-3-yl]-2H-indazole-3-carboxamide CN1N=C2C=CC(=CC2=C1C(=O)N[C@@H]1CNC[C@H]1C(F)(F)F)OCC1=NC=CC=C1